N[C@@H](C)C1=CC(=C2CN(C(C2=C1)=O)C1=CC(=CC=C1)C1(COC1)[C@H](C1=NN=CN1C)F)C(F)(F)F 6-((S)-1-aminoethyl)-2-(3-(3-((R)-fluoro(4-methyl-4H-1,2,4-triazol-3-yl)methyl)oxetan-3-yl)phenyl)-4-(trifluoromethyl)isoindolin-1-one